OC=1C=C(C=C(C1O)OC)C1=[O+]C2=C(C=C1O)C(=CC(=C2)O)O 2-(3,4-Dihydroxy-5-methoxyphenyl)-3,5,7-trihydroxy-1λ4-benzopyran-1-ylium